TETRAPHENYL-DIPROPYLENEGLYCOL DIPHOSPHATE OP(O)(=O)OP(=O)(O)O.C1(=CC=CC=C1)C(C(C1=CC=CC=C1)(C1=CC=CC=C1)C1=CC=CC=C1)(COC(C)CO)O